3-(4-aminophenyl)-1-pyrrolidin-1-yl-propan-1-one NC1=CC=C(C=C1)CCC(=O)N1CCCC1